(E)-1-(4-bromophenyl)-3-(4-chlorobenzyl)pyrrolidine-2,5-dione BrC1=CC=C(C=C1)N1C(C(CC1=O)CC1=CC=C(C=C1)Cl)=O